1-(2-((2,4-Dimethylphenyl)thio)phenyl)piperazine hydrobromide Br.CC1=C(C=CC(=C1)C)SC1=C(C=CC=C1)N1CCNCC1